CC1=NC=NC=C1C(=O)NCC=1C=C2C(=C(NC2=CC1)C=1C(=NC=CC1)C)C 4-methyl-N-[[3-methyl-2-(2-methyl-3-pyridinyl)-1H-indol-5-yl]methyl]pyrimidine-5-carboxamide